(-)-Ethyl 1-{2-[(trans,trans)-4-[3-(2-methoxyethoxy)phenyl]-2-methyl-3-{[(3-oxo-2,3-dihydro-1H-isoindol-5-yl)oxy]methyl}piperidin-1-yl]ethyl}-3-methyl-1H-pyrrole-2-carboxylate COCCOC=1C=C(C=CC1)C1C(C(N(CC1)CCN1C(=C(C=C1)C)C(=O)OCC)C)COC=1C=C2C(NCC2=CC1)=O